BrC=1C=C(C=C(C1)C(C)(C)C)N1C=NC=C1 1-(3-bromo-5-(tert-butyl)phenyl)-1H-imidazole